C(C1=CC=CC=C1)OC1=C(C=C(C=C1)C(CBr)=O)[N+](=O)[O-] 1-(4-(benzyloxy)-3-nitrophenyl)-2-bromoethanone